methyl 3-(3-(4-aminopyrimidin-2-yl) phenyl)-2,2-dimethylpropionate NC1=NC(=NC=C1)C=1C=C(C=CC1)CC(C(=O)OC)(C)C